CC=1N=NC=C(C1)B1OC(C(O1)(C)C)(C)C 3-methyl-5-(4,4,5,5-tetramethyl-1,3,2-dioxaborolan-2-yl)pyridazine